C(CCCC)SC(C(=O)OCCCCCC(O[Si](CC)(CC)CC)OC)CCCCCCCC 6-methoxy-6-((triethylsilyl)oxy)hexyl 2-(pentylthio)decanoate